4,4-difluoro-2-(4-pyridyl)butanehydrazide FC(CC(C(=O)NN)C1=CC=NC=C1)F